(R)-3-hydroxybutyl (R)-2-hydroxypropionate O[C@@H](C(=O)OCC[C@@H](C)O)C